N=1C=CN2C1C=C(C=C2)C2(COC2)C#N 3-imidazo[1,2-a]pyridin-7-yloxetane-3-carbonitrile